2-((Z)-5-fluoro-1-(1-((1s,4s)-4-isopropylcyclohexyl)piperidin-4-yl)-2-oxoindolin-3-ylidene)acetamide FC=1C=C2/C(/C(N(C2=CC1)C1CCN(CC1)C1CCC(CC1)C(C)C)=O)=C/C(=O)N